B([O-])(O)O.C(CC(=O)O)(=O)O.[Li+] lithium (malonate) borate